tert-butyl 4-[1-methyl-1-(4-piperidyl)ethyl]piperazine-1-carboxylate CC(C)(C1CCNCC1)N1CCN(CC1)C(=O)OC(C)(C)C